di(1-hydroxycyclohexyl) peroxide OC1(CCCCC1)OOC1(CCCCC1)O